ClC=1C=C(C=C(C1)OC1=CC=C(C=C1)Cl)NC(=O)C1=CC2=C(S1)C=CC(=C2)CS(=O)(=O)C(F)(F)F N-(3-Chloro-5-(4-chlorophenoxy)phenyl)-5-(((trifluoromethyl)sulfonyl)methyl)benzo[b]thiophen-2-carboxamid